C(C)(=O)C1=CC=C(C=C1)NC(C(CC1=CC=CC=C1)N1OCN(OC1)C1=C(C=CC(=C1)Cl)N1N=NC(=C1)Cl)=O N-(4-acetylphenyl)-2-(4-(5-chloro-2-(4-chloro-1H-1,2,3-triazol-1-yl)phenyl)-2,5-dioxapiperazin-1-yl)-3-phenylpropionamide